1-((R)-4-methylphenylsulfonimidoyl)pyrrolidine-2-carboxamide CC1=CC=C(C=C1)[S@@](=O)(=N)N1C(CCC1)C(=O)N